COC1=CC=C(C=C1)S(=O)(=O)NC1=CN=C(C2=CC=CC=C12)N1[C@@H](C[C@H](C1)C1=CC=CC=C1)C(=O)OCC ethyl (2S,4S)-1-(4-((4-methoxyphenyl)sulfonamido)isoquinolin-1-yl)-4-phenylpyrrolidine-2-carboxylate